4-[3-[2,6-Dichloro-4-[6-(3-methoxyazetidin-1-yl)-2-azaspiro[3.3]heptan-2-yl]benzoyl]-2,4-dihydro-1,3-benzoxazin-8-yl]-5-fluoro-2-(3-oxa-8-azabicyclo[3.2.1]octan-8-yl)benzoic acid ClC1=C(C(=O)N2COC3=C(C2)C=CC=C3C3=CC(=C(C(=O)O)C=C3F)N3C2COCC3CC2)C(=CC(=C1)N1CC2(C1)CC(C2)N2CC(C2)OC)Cl